C(C)(=O)NC=1C=C(OCCC(=O)OCC)C=CC1 ethyl 3-(3-acetamidophenoxy)propanoate